ethyl (Z)-3-((3-butyl-2-methyl-7-(methylthio)-1,1-dioxido-5-phenyl-2,3,4,5-tetrahydro-1,2,5-benzothiadiazepin-8-yl)oxy)-2-fluoroacrylate C(CCC)C1N(S(C2=C(N(C1)C1=CC=CC=C1)C=C(C(=C2)O\C=C(\C(=O)OCC)/F)SC)(=O)=O)C